3-(3-hydroxy-4-methoxyphenyl)-4(3H)-1,2-dihydroquinazolinone OC=1C=C(C=CC1OC)N1CNC2=CC=CC=C2C1=O